O=S1(CCC(CC1)CCCCCCCC=O)=O 8-(1,1-dioxidotetrahydro-2H-thiopyran-4-yl)octanal